N1(CCOCC1)CC1=CC=C(COC2=C3CN(C(C3=CC=C2)=O)[C@H]2C(NC(CC2)=O)=O)C=C1 (R)-3-[4-(4-morpholin-4-ylmethylbenzyloxy)-1-oxo-1,3-dihydro-isoindol-2-yl]Piperidine-2,6-dione